CC(C)(C)[O-].[K+].FC(N1C=C(C=2N=C(N=CC21)SCC=2C=CC(=C(C2)CC(=O)O)F)N2CC(C(C2)(F)F)(F)F)F 2-(5-(((5-(difluoromethyl)-7-(3,3,4,4-tetrafluoropyrrolidin-1-yl)-5H-pyrrolo[3,2-d]pyrimidin-2-yl)thio)methyl)-2-fluorophenyl)acetic acid Potassium tert-butoxide